1-Butoxyhexanol C(CCC)OC(CCCCC)O